(2R,5S)-3-(4-amino-3-fluorophenethyl)-2-(1-(4-bromophenyl)-3-(4-fluorophenyl)-1H-pyrazol-4-yl)-5-methyloxazolidin-4-one NC1=C(C=C(CCN2[C@H](O[C@H](C2=O)C)C=2C(=NN(C2)C2=CC=C(C=C2)Br)C2=CC=C(C=C2)F)C=C1)F